CN1C2=C(OCC(C1=O)NC(=O)C1=NNC=N1)C=CC=C2 N-(5-methyl-4-oxo-2,3,4,5-tetrahydrobenzo[b][1,4]oxazepin-3-yl)-1H-1,2,4-triazole-3-carboxamide